4-(4-ethoxycarbonyl-2,5-dihydroxyphenylaminocarbonyl)-2,5-dihydroxybenzoic acid ethyl ester C(C)OC(C1=C(C=C(C(=C1)O)C(=O)NC1=C(C=C(C(=C1)O)C(=O)OCC)O)O)=O